2-(((R)-6-((Z)-4-(bicyclo[2.2.2]octan-1-ylmethylene)-2,5-dioxoimidazolidin-1-yl)spiro[3.3]heptan-2-yl)oxy)nicotinamide C12(CCC(CC1)CC2)\C=C\2/NC(N(C2=O)C2CC1(CC(C1)OC1=C(C(=O)N)C=CC=N1)C2)=O